COC1=CC=C(C=C1)CNC(=O)N[C@@H]1C[C@H](C=2C1=CC(=C1C=C(N=CC21)C2CC2)S(NCC(C)C)(=O)=O)NC=2C=NC=C(C2)OC |&1:15| 1-[(4-methoxyphenyl)methyl]-3-[trans-(7R,9RS)-3-cyclopropyl-9-[(5-methoxypyridin-3-yl)amino]-5-(2-methylpropylsulfamoyl)-8,9-dihydro-7H-cyclopenta[h]isoquinolin-7-yl]urea